(2R,3S,5R)-5-(6-amino-2-fluoro-9H-purin-9-yl)-2-ethynyl-2-((octanoyloxy)methyl)tetrahydrofuran-3-yl octanoate C(CCCCCCC)(=O)O[C@@H]1[C@](O[C@H](C1)N1C2=NC(=NC(=C2N=C1)N)F)(COC(CCCCCCC)=O)C#C